2-phenoxyethylisobutyrate O(C1=CC=CC=C1)CCOC(C(C)C)=O